5-Chloro-2-methoxy-N-(5-(6-methoxy-3-methyl-5-(trifluoromethyl)picolinoyl)-5,6-dihydro-4H-pyrrolo[3,4-d]thiazol-2-yl)-6'-methyl-[3,4'-bipyridine]-3'-carboxamide ClC=1C=C(C(=NC1)OC)C1=C(C=NC(=C1)C)C(=O)NC=1SC2=C(N1)CN(C2)C(C2=NC(=C(C=C2C)C(F)(F)F)OC)=O